ClC=1C(=NC=C(C1)C(NC=1SC(=C(N1)C=1SC=C(C1)Cl)N1CCNCC1)=O)N1CCC(CC1)C(=O)O 1-(3-chloro-5-((4-(4-chlorothien-2-yl)-5-(piperazin-1-yl)-1,3-thiazol-2-yl)carbamoyl)pyridin-2-yl)piperidine-4-carboxylic acid